1-[(2-fluorophenyl)methyl]-N-[(3S)-1-methyl-2,7-dioxo-4,5-dihydro-3H-pyrido[1,2-a][1,3]diazepin-3-yl]-1,2,4-triazole-3-carboxamide FC1=C(C=CC=C1)CN1N=C(N=C1)C(=O)N[C@@H]1C(N(C=2N(CC1)C(C=CC2)=O)C)=O